C(C1=CC=CC=C1)C1=C(C=CC=2N3C(COCC21)=NN=C3C)C3=COC=C3 7-benzyl-8-(furan-3-yl)-1-methyl-4H,6H-benzo[e][1,2,4]triazolo[3,4-c][1,4]oxazepine